[Br-].C(=C)C1=CC=C(CNC(CCCCC[N+](C)(C)CCCCCCCCCCCCCCCC)O)C=C1 N-(6-(p-vinylbenzylamino)-6-hydroxyhexyl)-N,N-dimethylhexadecyl-ammonium bromide